(R)-4-((3-Hydroxypropyl)sulfonamido)-N-(6-methyl-2-(2-methylmorpholino)pyrimidin-4-yl)-2-(6-azaspiro[2.5]octan-6-yl)benzamide OCCCS(=O)(=O)NC1=CC(=C(C(=O)NC2=NC(=NC(=C2)C)N2C[C@H](OCC2)C)C=C1)N1CCC2(CC2)CC1